propane-1,2-diyl dicarbamate C(N)(OCC(C)OC(N)=O)=O